O=C(CC1=CN(C2=CC=CC=C12)C(=O)OC(C)(C)C)N1CCCC1 tert-Butyl 3-(2-oxo-2-(pyrrolidin-1-yl)ethyl)-1H-indole-1-carboxylate